1,2,3,5,6,7,8,8A-octahydro-1,4-dimethyl-7-(1-methylvinyl)azulene CC1CCC2=C(CCC(CC12)C(=C)C)C